C1(CC1)C=1C(=CC(=C(C1)CN1CCC2(CN(C(O2)=O)C2=CC=C(C=C2)S(=O)(=O)N(CC2=CC=C(C=C2)OC)CC2=CC=C(C=C2)OC)CC1)OCC)C=1OC(N(N1)C)=O 4-[8-[[5-cyclopropyl-2-ethoxy-4-(4-methyl-5-oxo-1,3,4-oxadiazol-2-yl)phenyl]methyl]-2-oxo-1-oxa-3,8-diazaspiro[4.5]decan-3-yl]-N,N-bis[(4-methoxyphenyl)methyl]benzenesulfonamide